5-[(5RS)-5-(2-chloro-4-methylbenzyl)-5,6-dihydro-4H-1,2,4-oxadiazin-3-yl]-6-(3-cyclopropylphenoxy)pyrazolo[1,5-a]pyridine ClC1=C(C[C@H]2NC(=NOC2)C2=CC=3N(C=C2OC2=CC(=CC=C2)C2CC2)N=CC3)C=CC(=C1)C |r|